fluorobenzene-1,3-diol FC1=C(C=CC=C1O)O